2-(2-fluoro-3-methylphenyl)pyrrolidine FC1=C(C=CC=C1C)C1NCCC1